3,5-bis(1,1-dimethylethyl)-4-hydroxyphenylpropionic acid hydrazide CC(C)(C)C=1C=C(C=C(C1O)C(C)(C)C)C(C(=O)NN)C